(6-methylpyridin-3-yl)(8-(6-methylpyridin-3-yl)-1,3,4,5-tetrahydro-2H-pyrido[4,3-b]indol-2-yl)methanone CC1=CC=C(C=N1)C(=O)N1CC2=C(NC=3C=CC(=CC23)C=2C=NC(=CC2)C)CC1